C(C)(C)(C)OC(=O)N1CC(C1)C1=C2C(=NC=C1)N(N=C2C2CN(C2)C(=O)OCC2=CC=CC=C2)C2=CC=C(C=C2)OC(F)(F)F benzyl 3-(4-(1-(tert-butoxycarbonyl)azetidin-3-yl)-1-(4-(trifluoromethoxy)phenyl)-1H-pyrazolo[3,4-b]pyridin-3-yl)azetidine-1-carboxylate